4-(2,5-Diazabicyclo[2.2.2]octan-2-yl)-7-(3-chloro-5-hydroxy-2-(trifluoromethyl)phenyl)-2-((tetrahydro-1H-pyrrolizin-7a(5H)-yl)methoxy-d2)pyrimido[4,5-d]pyridazin-8(7H)-one C12N(CC(NC1)CC2)C2=NC(=NC=1C(N(N=CC12)C1=C(C(=CC(=C1)O)Cl)C(F)(F)F)=O)OC([2H])([2H])C12CCCN2CCC1